C(C)(=O)OCCCC(CCC(CC(C)C)C)C 4,7,9-trimethyldecyl acetate